tert-Butyl S-(5-(1-(2-amino-2-oxoethyl)piperidin-4-yl)-2-(7,8-dimethyl-[1,2,4]triazolo[1,5-a]pyridin-6-yl)-3-isopropyl-1H-indol-1-yl)-N-(tert-butoxycarbonyl)-L-cysteinate NC(CN1CCC(CC1)C=1C=C2C(=C(N(C2=CC1)SC[C@H](NC(=O)OC(C)(C)C)C(=O)OC(C)(C)C)C=1C(=C(C=2N(C1)N=CN2)C)C)C(C)C)=O